N-cyclopropyl-3-fluoro-2-[3-[(trans)-2-[6-(3-pyrrolidin-1-ylpropyl)-2-pyridinyl]vinyl]-1-tetrahydropyran-2-yl-indazol-6-yl]sulfanyl-benzamide C1(CC1)NC(C1=C(C(=CC=C1)F)SC1=CC=C2C(=NN(C2=C1)C1OCCCC1)\C=C\C1=NC(=CC=C1)CCCN1CCCC1)=O